N-(2-chloro-6-fluorophenyl)-4-(methylamino)-2-(Methylthio)pyrimidine-5-carboxamide ClC1=C(C(=CC=C1)F)NC(=O)C=1C(=NC(=NC1)SC)NC